OC1=CC=C(C=C1)C(CC)C(CC)C1=CC=C(C=C1)O 3,4-bis-(4-hydroxyphenyl)-hexane